N[C@@H](CCCC)C(=O)O (L)-norleucine